5-chloro-2-(2-hydroxy-4-methoxyphenyl)-2H-benzotriazole ClC1=CC=2C(=NN(N2)C2=C(C=C(C=C2)OC)O)C=C1